O=C1N(C(C2=CC=CC=C12)=O)CCCCCC 6-(1,3-dioxo-1,3-dihydro-2H-isoindol-2-yl)hexane